((2-(cyclopropylmethyl)-1,2,3,4-tetrahydroisoquinolin-7-yl)(ethyl)amino)-1-methylpyridin-2(1H)-one C1(CC1)CN1CC2=CC(=CC=C2CC1)N(CC)C=1C(N(C=CC1)C)=O